3-(3-((2-(3-((6-fluoro-4-((trifluoromethyl)thio)-1H-indol-5-yl)oxy)phenyl)-1H-imidazol-5-yl)methyl)phenyl)propanoic acid FC1=C(C(=C2C=CNC2=C1)SC(F)(F)F)OC=1C=C(C=CC1)C=1NC(=CN1)CC=1C=C(C=CC1)CCC(=O)O